prop-2-enyl 3-cyclohexylpropionate (allyl cyclohexyl propionate) C(C=C)C(C(=O)O)(C)C1CCCCC1.C1(CCCCC1)CCC(=O)OCC=C